[Cl-].N1=NN=CC=C1 triazine chloride salt